5-(4-chlorophenyl)-8-isopropyl-2,5,8-triazaspiro[3.5]nonane-6,9-dione ClC1=CC=C(C=C1)N1C2(CNC2)C(N(CC1=O)C(C)C)=O